6-decyltetradecanol C(CCCCCCCCC)C(CCCCCO)CCCCCCCC